N1=CC(=CC=C1)NC(=O)C=1SC=CC1OCC1=CC=CC=2OC3=C(OC21)C(=C(C(=C3F)F)F)F N-(pyridin-3-yl)-3-((6,7,8,9-tetrafluorodibenzo[b,e][1,4]dioxin-1-yl)methoxy)thiophene-2-carboxamide